3-fluoro-4-methyl-5-oxo-2-(tetrahydro-2H-pyran-2-yl)-4,5-dihydro-2H-pyrazolo[4,3-b]pyridin-7-yl triflate O(S(=O)(=O)C(F)(F)F)C=1C=2C(N(C(C1)=O)C)=C(N(N2)C2OCCCC2)F